2-fluoro-propionate FC(C(=O)[O-])C